4-(((2-(pyrrolidin-1-yl)ethyl)carbamoyl)oxy)octanoic acid N1(CCCC1)CCNC(=O)OC(CCC(=O)O)CCCC